BrC=1C(=CC2=C(C1)OCC=1N=C(SC12)N(C1CC(NC(C1)(C)C)(C)C)C)Cl 7-Bromo-8-chloro-N-methyl-N-(2,2,6,6-tetramethylpiperidin-4-yl)-4H-chromeno[3,4-d]thiazol-2-amine